1-[4-(4-Methoxy-benzenesulfonyl)-phenyl]-3-oxazol-5-ylmethyl-urea COC1=CC=C(C=C1)S(=O)(=O)C1=CC=C(C=C1)NC(=O)NCC1=CN=CO1